FC1=CC=C(C=C1)C(/C=C/C1=C(N=CS1)NC(OCCCC)=O)=O butyl N-[5-[(E)-3-(4-fluorophenyl)-3-oxo-prop-1-enyl]thiazol-4-yl]carbamate